tert-Butyl [(R)-(3-chlorophenyl)(5-[(S)-(4-chloropyrimidin-5-yl)(hydroxy)methyl]-3-thienyl)methyl]carbamate ClC=1C=C(C=CC1)[C@H](C1=CSC(=C1)[C@@H](O)C=1C(=NC=NC1)Cl)NC(OC(C)(C)C)=O